S1C=NC2=C1C=C(C=C2)\C=C/2\C(NC(=N2)N(C2=CC=CC=C2)C)=O (Z)-5-(benzo[d]thiazol-6-ylmethylene)-2-(methyl-(phenyl)amino)-3,5-dihydro-4H-imidazol-4-one